[5-(4-Chlorophenyl)-7-(trifluoromethyl)pyrazolo[1,5-a]pyrimidin-3-yl](tetrahydro-1H-pyrrol-1-yl)methanone ClC1=CC=C(C=C1)C1=NC=2N(C(=C1)C(F)(F)F)N=CC2C(=O)N2CCCC2